(E)-2-(3-bromo-4-(methoxymethoxy)phenylvinyl)-N-ethyl-N-(2-(2-fluoroethoxy)ethyl)-5-methylbenzothiazole-6-amine BrC=1C=C(C=CC1OCOC)/C=C/C=1SC2=C(N1)C=C(C(=C2)N(CCOCCF)CC)C